C(C1=CC=CC=C1)N1C=C(C2=C(C=CC=C12)OP(=O)(O)O)C(C(N(C)C)([2H])[2H])([2H])[2H].FCCOCOC(C(F)F)(F)F (2-fluoroethoxy)(1,1,2,2-tetrafluoroethoxy)methane Benzyl-[3-[1,1,2,2-tetradeuterio-2-(dimethylamino)ethyl]-1H-indol-4-yl]hydrogenphosphate